C(=O)O.NC1=CC=NC2=CC(=CC=C12)C=1C=C(C=CC1OC)B(O)O [3-(4-aminoquinolin-7-yl)-4-methoxyphenyl]boronic acid formate